[O-]CCC.[O-]CCC.[O-]CCC.[Zr+3] Zirconium tri-n-propoxide